ClC1=C(C=CC=C1NC=1N=NC(=CC1)C)[C@@]1(CC(N(C(N1)=N)C1CCOCC1)=O)C (6S)-6-{2-Chloro-3-[(6-methyl-pyridazin-3-yl)amino]phenyl}-2-imino-6-methyl-3-(tetrahydro-pyran-4-yl)hexahydropyrimidin-4-one